C(C)OC(CN[C@H](COS(=O)(=O)C)C(=O)OC)=O methyl N-(2-ethoxy-2-oxoethyl)-O-(methylsulfonyl)-D-serinate